(S)-5-bromo-2-(2-methylmorpholino)benzaldehyde BrC=1C=CC(=C(C=O)C1)N1C[C@@H](OCC1)C